1,3-bis(1-methyl-1-phenylethyl)imidazolium chloride [Cl-].CC(C)(C1=CC=CC=C1)N1C=[N+](C=C1)C(C)(C)C1=CC=CC=C1